ClC1=C(C=CC2=CC=CC=C12)B(O)O (1-Chloronaphthalen-2-yl)boronic acid